C(C)(C)(C)OC(=O)N1CC2(OC3=CC(=C(C=C3C(C2)(F)F)C(=O)O)C(=O)O)C1 1-(tert-butoxycarbonyl)-4',4'-difluorospiro[azetidine-3,2'-chromane]-6',7'-dicarboxylic Acid